oxo-azepane-1,4-dicarboxylic acid 1-tert-butyl 4-ethyl ester C(C)OC(=O)C1CC(N(CCC1)C(=O)OC(C)(C)C)=O